ClC1=C(C=CC(=C1)CN1C=NC(=C1)Cl)[C@@H]1[C@H](C1)C(=O)O (1S,2S)-2-(2-chloro-4-((4-chloro-1H-imidazol-1-yl)methyl)phenyl)cyclopropane-1-carboxylic acid